3-{3-[(2S)-3-(tert-butoxy)-2-[(3R)-1-[(tert-butoxy)carbonyl]pyrrolidin-3-yl]-3-oxopropyl]phenyl}propionic acid C(C)(C)(C)OC([C@@H](CC=1C=C(C=CC1)CCC(=O)O)[C@@H]1CN(CC1)C(=O)OC(C)(C)C)=O